N[C@@H](CO)C1=C(C(=CC=C1)Cl)F (R)-2-amino-2-(3-chloro-2-fluorophenyl)ethanol